CN1CCC2=C(CC1)C=C(N=C2)N 7-methyl-6,7,8,9-tetrahydro-5H-pyrido[3,4-d]azepin-3-amine